FC1(CN(CC1)C=1C=C(C=CC1)C1CCN(CC1)C(=O)C=1C=C(C(=C(C=O)C1)O)F)F 5-(4-(3-(3,3-difluoropyrrolidin-1-yl)phenyl)piperidine-1-carbonyl)-3-fluoro-2-hydroxybenzaldehyde